4-chlorobenzyl (4-(1-acetylpiperidin-4-yl)phenyl)carbamate C(C)(=O)N1CCC(CC1)C1=CC=C(C=C1)NC(OCC1=CC=C(C=C1)Cl)=O